C(C)(C)(C)S(=O)(=O)NC(C(C)C)=O N-(tert-butylsulfonyl)-2-methylpropanamide